ClC1=CC=CC=2N1N=C(C2)[C@@H]2N(CCC1=C2N=CN1)C=1OC(=NN1)C(F)(F)F (R)-2-(4-(7-chloropyrazolo[1,5-a]pyridin-2-yl)-1,4,6,7-tetrahydro-5H-imidazo[4,5-c]pyridin-5-yl)-5-(trifluoromethyl)-1,3,4-oxadiazole